(5-(4-(4-(2-methylphenoxy)piperidin-1-yl)phenyl)-1,3,4-thiadiazol-2-yl)methanol CC1=C(OC2CCN(CC2)C2=CC=C(C=C2)C2=NN=C(S2)CO)C=CC=C1